OC=1C=C(C2=C(OC3=C2C(=CC(=C3)O)C)C1)C 3,7-Dihydroxy-1,9-dimethyldibenzofuran